C(C)(=O)[O-].[Na+].O water sodium acetate